OC(C)(C)[C@@H]1[C@H](C1)C1=NN=C(S1)C=1C(=CC(=NC1)C1=CC=C2N1N=CC(=C2)C#N)NC2COC2 7-(5-(5-((1S,2S)-2-(2-hydroxypropan-2-yl)cyclopropyl)-1,3,4-thiadiazol-2-yl)-4-(oxetan-3-ylamino)pyridin-2-yl)pyrrolo[1,2-b]pyridazine-3-carbonitrile